L-α-vinylglycine C(=C)[C@H](N)C(=O)O